(3R,5R)-2,5-DIMETHYLHEPT-6-EN-3-OL CC(C)[C@@H](C[C@H](C=C)C)O